FC(C(=O)O)(F)F.ClC1=C(C=CC=C1[C@]1(NC(N(C(C1)=O)[C@H]1C[C@H](OCC1)C)=N)C)NC(C1=C(C=CC=C1)S(=O)(=O)C)=O |o1:21,23| N-(2-Chloro-3-{(4S)-2-imino-4-methyl-1-[(2R*,4R*)-2-methyl-tetrahydropyran-4-yl]-6-oxo-hexahydropyrimidin-4-yl}phenyl)-2-(methylsulfonyl)benzamide trifluoroacetic acid salt